ethyl [4-(4-{2-[(2H3)methyloxy]ethoxy}phenyl)piperazin-1-yl]acetate C(OCCOC1=CC=C(C=C1)N1CCN(CC1)CC(=O)OCC)([2H])([2H])[2H]